C(C=C)(=O)OCCCN=C=O acryloyloxy-n-propylisocyanate